OC1=CC=C(C=C1)C(C)(C)C1=CC(=CC=C1)C(C)(C)C1=CC=C(C=C1)O 1,3-bis[2-(4-hydroxylphenyl)-2-propyl]benzene